FC1=C(C(=CC=C1)F)C1=CC(=C(N=N1)C(=O)[O-])NC1=CC=C(C=C1)SC 6-(2,6-difluorophenyl)-4-((4-(methylthio)phenyl)amino)pyridazine-3-carboxylate